1-isopropenyl-4-methylcyclohexane C(=C)(C)C1CCC(CC1)C